3,3-dimethyl-1-tosyl-1,2,3,4-tetrahydro-1,5-naphthyridin-4-ol CC1(CN(C2=CC=CN=C2C1O)S(=O)(=O)C1=CC=C(C)C=C1)C